ClC1=C(C=CC=C1)[C@H](C(F)(F)F)NC(=O)C=1C=C2CN(C(C2=CC1)=O)C1C(NC(CC1)=O)=O N-((R)-1-(2-chlorophenyl)-2,2,2-trifluoroethyl)-2-(2,6-dioxopiperidin-3-yl)-1-oxoisoindoline-5-carboxamide